1-(1-methyl-1H-benzo[d]imidazol-6-yl)ethan-1-one CN1C=NC2=C1C=C(C=C2)C(C)=O